C(#C)C1=CC=C(C=C1)N(C1=CC=C(C=C1)C#C)C1=CC=C(C=C1)C#C tris-(4-ethynyl-phenyl)-amine